2-(2-bromo-5-pyridyl)-6-methoxy-4-[(4-methylphenyl)thio]-5-trifluoromethylpyrimidine BrC1=NC=C(C=C1)C1=NC(=C(C(=N1)SC1=CC=C(C=C1)C)C(F)(F)F)OC